rhodochlorin CCC1=C(C2=CC3=NC(=CC4=C(C(=C(N4)C=C5C(=C(C(=N5)C=C1N2)C)CC)C)C(=O)O)[C@H]([C@@H]3C)CCC(=O)O)C